tert-butyl 4-(2,6-dimethoxy-4-(1-(4-methoxybenzyl)-6-methyl-7-oxo-6,7-dihydro-1H-pyrazolo[3,4-c]pyridin-4-yl)benzyl)piperazine-1-carboxylate COC1=C(CN2CCN(CC2)C(=O)OC(C)(C)C)C(=CC(=C1)C=1C2=C(C(N(C1)C)=O)N(N=C2)CC2=CC=C(C=C2)OC)OC